C1(=CC=CC=C1)C(C1=CC=CC=C1)OC1=C(C=C(C=C1)CNC(=O)C=1C=C(C=CC1)C1=CC(=CC=C1)O)OC N-{[4-(phenylbenzyloxy)-3-methoxyphenyl]methyl}-3'-hydroxy[1,1'-biphenyl]-3-carboxamide